ClC1=NC=C(C(=N1)C1=CC=C2C(C=C(N(C2=C1)C(C)C)CNC(OC(C)(C)C)=O)=O)F tert-butyl ((7-(2-chloro-5-fluoropyrimidin-4-yl)-1-isopropyl-4-oxo-1,4-dihydroquinolin-2-yl)methyl)carbamate